C(CCC)[Sn](C1=CC2=C(C=C(S2)C2=C(C=CC=C2)OC2=CC=CC=C2)S1)(CCCC)CCCC 2-tri-n-butylstannyl-5-(2-phenoxyphenyl)thienothiophene